C(#N)C1=C2CCCN(C2=CC=C1)C1=CC=CC(=N1)N1CCN(CC1)CC1=NC2=C(N1C[C@H]1OCC1)C=C(C=C2)C(=O)O (S)-2-((4-(6-(5-cyano-3,4-dihydroquinolin-1(2H)-yl)pyridin-2-yl)piperazin-1-yl)methyl)-1-(oxetan-2-ylmethyl)-1H-benzo[d]imidazole-6-carboxylic acid